NC(CCN(S(=O)(=O)C1=CC=C(C=C1)[N+](=O)[O-])CCC)CNCC N-[3-amino-4-(ethylamino)butyl]-4-nitro-N-propyl-benzenesulfonamide